C(C)(C)(C)C1=CC=CC=2C3=CC=CC(=C3NC12)C(C)(C)C 1,8-di(tert-butyl)carbazole